(S)-3-(2-chloro-5-fluoropyrimidin-4-yl)-4-isopropyloxazolidin-2-one ClC1=NC=C(C(=N1)N1C(OC[C@@H]1C(C)C)=O)F